C(C)(C)(C)OC(NC(CC1=CC(=CC(=C1)F)F)C1=C(C2=C(C(=N1)Br)CC(C2)O)Br)=O (1-(1,4-dibromo-6-hydroxy-6,7-dihydro-5H-cyclopenta[c]pyridin-3-yl)-2-(3,5-difluorophenyl)ethyl)carbamic acid tert-butyl ester